CC1=CC=C(C=C1)S(=O)(=O)C=CC(=O)[O-] 3-[(4-methyl-phenyl)sulphonyl]prop-2-enate